tert-butyl ((1-(5-((2-chloro-3-(2-(piperidin-4-yl)acetamido)phenyl)thio)pyrazin-2-yl)-4-methylpiperidin-4-yl)methyl)carbamate ClC1=C(C=CC=C1NC(CC1CCNCC1)=O)SC=1N=CC(=NC1)N1CCC(CC1)(C)CNC(OC(C)(C)C)=O